azetidin-1-yl-[4-[3-(1-methylpyrazol-3-yl)phenyl]-2-morpholino-6-(4-pyridylamino)pyrimidin-5-yl]methanone N1(CCC1)C(=O)C=1C(=NC(=NC1NC1=CC=NC=C1)N1CCOCC1)C1=CC(=CC=C1)C1=NN(C=C1)C